4-(2-(3-(3-(4-chloro-3-cyclopropyl-1H-pyrrolo[2,3-b]pyridin-5-yl)phenyl)-2-oxotetrahydropyrimidin-1(2H)-yl)ethyl)piperidine-1-carboxylic acid tert-butyl ester C(C)(C)(C)OC(=O)N1CCC(CC1)CCN1C(N(CCC1)C1=CC(=CC=C1)C=1C(=C2C(=NC1)NC=C2C2CC2)Cl)=O